C1(CC1)C(CNCC1=NC=C(C=C1)C(F)(F)F)C 2-cyclopropyl-N-((5-(trifluoromethyl)pyridin-2-yl)methyl)propan-1-amine